N[C@H](C)C=1C=C(C=C2C(N3C(=NC12)C(CCC3)(C)C)=O)C 4-[(1R)-1-aminoethyl]-2,6,6-trimethyl-6H,7H,8H,9H,11H-pyrido[2,1-b]quinazolin-11-one